NC1=NCN(C=C1)[C@@H]1O[C@@H]([C@H]([C@H]1O)O)CO 4-Amino-1-[(2R,3R,4S,5R)-3,4-dihydroxy-5-(hydroxymethyl)oxolan-2-yl]pyrimidin